2-bromo-dibenzo[b,d]furan-3-amine BrC1=CC2=C(OC3=C2C=CC=C3)C=C1N